FC1=CC=C(C=C1)[C@H](C)N (S)-1-(4-fluorophenyl)ethan-1-amine